[Cl-].C(C)(C)(C)OC(CC1(CC2=CC=CC=C2C1)C(=O)NCC=1SC2=C(N1)C=C(C(=C2)OC)OCCC[N+](C)(C)CCO)=O 3-[[2-[[[2-(2-tert-butoxy-2-oxo-ethyl)indane-2-carbonyl]amino]methyl]-6-methoxy-1,3-benzothiazol-5-yl]oxy]propyl-(2-hydroxyethyl)-dimethyl-ammonium Chloride